C(C)(C)OC=1C(=NOC1)C(=O)O 4-isopropoxyisoxazole-3-carboxylic acid